nonaethylenedecaamine NCCNCCNCCNCCNCCNCCNCCNCCNCCN